octadecyl octadecanoate [stearyl stearate] C(CCCCCCCCCCCCCCCCC)C(C(=O)O)CCCCCCCCCCCCCCCC.C(CCCCCCCCCCCCCCCCC)(=O)OCCCCCCCCCCCCCCCCCC